1-methyl-spiro[indoline-3,3'-isochromane]-1',2-dione CN1C(C2(OC(C3=CC=CC=C3C2)=O)C2=CC=CC=C12)=O